N-(1-(1-(2,4-bis(trifluoromethyl)phenyl)ethyl)-1H-pyrazol-4-yl)-5-(furan-2-yl)isoxazole-3-carboxamide FC(C1=C(C=CC(=C1)C(F)(F)F)C(C)N1N=CC(=C1)NC(=O)C1=NOC(=C1)C=1OC=CC1)(F)F